C(C)NC(OCC=1C(=C(N2C1C1=CC3=C(C=C1C(=N2)N(C)C)C=CC=C3)C)COC(NCC)=O)=O (6-(Dimethylamino)-3-methylbenzo[g]pyrrolo[2,1-a]phthalazine-1,2-diyl)-bis(methylene) bis(ethylcarbamate)